methyl (S)-2-((4-((6-((4-cyano-2-fluorobenzyl) oxy) pyridin-2-yl) methoxy) piperidin-1-yl) methyl)-1-(oxetan-2-ylmethyl)-1H-benzo[d]imidazole-6-carboxylate C(#N)C1=CC(=C(COC2=CC=CC(=N2)COC2CCN(CC2)CC2=NC3=C(N2C[C@H]2OCC2)C=C(C=C3)C(=O)OC)C=C1)F